[Cl-].CN(C=1C=CC2=CC3=CC=C(C=C3[NH+]=C2C1)C=1N=NC(=NN1)C)C 3-(Dimethylamino)-6-(6-methyl-1,2,4,5-tetrazin-3-yl)acridin-10-ium chloride